tert-butyl (2R,4S)-4-((6-chloropyrazin-2-yl)oxy)-2-isopropylpiperidine-1-carboxylate ClC1=CN=CC(=N1)O[C@@H]1C[C@@H](N(CC1)C(=O)OC(C)(C)C)C(C)C